NC=1C=CC(=C(COP(=O)(OC2=CC=CC=C2)N[C@@H](C)C(=O)OC(C)C)C1)C#CCN isopropyl (((5-amino-2-(3-aminoprop-1-yn-1-yl)benzyl)oxy)(phenoxy)phosphoryl)-L-alaninate